BrC1=CC(=CC=2C3C(N(C12)C(C)C)C(CC3)N(C(C)=O)C)C(=O)O 5-bromo-4-isopropyl-3-(N-methylacetamido)-1,2,3,3a,4,8b-hexahydrocyclopenta[b]indole-7-carboxylic acid